1-((3R,5S,8S,9S,10S,13S,14S,17S)-17-Acetyl-10,13-dimethyl-11-oxohexadecahydro-1H-cyclopenta[a]phenanthren-3-yl) 10-(1,3-bis(palmitoyloxy)propan-2-yl) decanedioate C(CCCCCCCCC(=O)OC(COC(CCCCCCCCCCCCCCC)=O)COC(CCCCCCCCCCCCCCC)=O)(=O)O[C@@H]1CC[C@@]2([C@H]3C(C[C@@]4([C@H](CC[C@H]4[C@@H]3CC[C@H]2C1)C(C)=O)C)=O)C